(1-methyl-6-((5-(3-(4-(trifluoromethyl)phenyl)-1,2,4-oxadiazol-5-yl)pyrazin-2-yl)oxy)-1H-indol-2-yl)(4-methylpiperazin-1-yl)methanone CN1C(=CC2=CC=C(C=C12)OC1=NC=C(N=C1)C1=NC(=NO1)C1=CC=C(C=C1)C(F)(F)F)C(=O)N1CCN(CC1)C